3-methyl-4-[4-(4,4,5,5-tetramethyl-1,3,2-dioxaborolan-2-yl)phenyl]morpholine CC1N(CCOC1)C1=CC=C(C=C1)B1OC(C(O1)(C)C)(C)C